methyl (R)-2-((1-(3-(6-((1-(difluoromethyl)-1H-pyrazol-4-yl)oxy)-5-fluoropyridin-3-yl)-7-fluoro-2-methyl-1-oxo-1,2-dihydroisoquinolin-5-yl)ethyl)amino)benzoate FC(N1N=CC(=C1)OC1=C(C=C(C=N1)C=1N(C(C2=CC(=CC(=C2C1)[C@@H](C)NC1=C(C(=O)OC)C=CC=C1)F)=O)C)F)F